2,4-difluoro-N-(1-((3-(methylsulfonyl)phenyl)sulfonyl)-1,2,3,4-tetrahydroquinolin-7-yl)benzenesulfonamide bis(4-(2-(4-hydroxyphenyl)propane-2-yl)phenyl)thiophene-2,5-dicarboxylate OC1=CC=C(C=C1)C(C)(C)C1=CC=C(C=C1)C=1C(=C(SC1C(=O)O)C(=O)O)C1=CC=C(C=C1)C(C)(C)C1=CC=C(C=C1)O.FC1=C(C=CC(=C1)F)S(=O)(=O)NC1=CC=C2CCCN(C2=C1)S(=O)(=O)C1=CC(=CC=C1)S(=O)(=O)C